1-((S)-3-((4-(((S)-1-(3-Chloro-2-fluorophenyl)ethyl)amino)pyrido[3,2-d]pyrimidin-6-yl)oxy)pyrrolidin-1-yl)prop-2-en-1-one ClC=1C(=C(C=CC1)[C@H](C)NC=1C2=C(N=CN1)C=CC(=N2)O[C@@H]2CN(CC2)C(C=C)=O)F